tert-butyl (R)-4-((R)-1-methoxy-2-methylpropyl)-2,2-dimethyloxazolidine-3-carboxylate CO[C@H](C(C)C)[C@@H]1N(C(OC1)(C)C)C(=O)OC(C)(C)C